(1-oxo-1-(2-(5-(p-tolyl)imidazol-2-yl)piperidin-1-yl)propan-2-yl)carbamic acid tert-butyl ester C(C)(C)(C)OC(NC(C(N1C(CCCC1)C=1NC(=CN1)C1=CC=C(C=C1)C)=O)C)=O